tert-butyl (2R,5S)-2-((R)-(3-fluorophenyl)(hydroxy)methyl)-5-(4-methoxybenzyl)pyrrolidine-1-carboxylate FC=1C=C(C=CC1)[C@H]([C@@H]1N([C@@H](CC1)CC1=CC=C(C=C1)OC)C(=O)OC(C)(C)C)O